NC1=C2C(=NC=N1)N(N=C2C2=NOC(=C2C2=NC=C(C=N2)CCOCCCC(=O)O)C2CC2)C(C)(C)C 4-[2-[2-[3-(4-amino-1-tert-butyl-pyrazolo[3,4-d]pyrimidin-3-yl)-5-cyclopropyl-isoxazol-4-yl]pyrimidin-5-yl]ethoxy]butanoic acid